C(C)C=1NC=2N(C(C1)=O)N=C(N2)NCC2=C(C=CC=C2)C 5-ethyl-2-[(2-methylbenzyl)amino][1,2,4]triazolo[1,5-a]pyrimidin-7(4H)-one